tert-butyl 6-[[3-fluoro-4-[N-hydroxy-C-(trifluoromethyl)carbonimidoyl]phenyl]methyl]-2-azaspiro[3.3]heptane-2-carboxylate FC=1C=C(C=CC1C(=NO)C(F)(F)F)CC1CC2(CN(C2)C(=O)OC(C)(C)C)C1